COC1=C(C=C(C=C1)C)C1(OCC(C1)C1=CC(=CC=C1)OC)C(=O)OC methyl 2-(2-methoxy-5-methylphenyl)-4-(3-methoxyphenyl)tetrahydrofuran-2-carboxylate